(E)-3-(2-nitrovinyl)imidazo[1,5-a]pyridine [N+](=O)([O-])/C=C/C1=NC=C2N1C=CC=C2